OCCC#CC=1C(NC(NC1)=O)=O 5-(4-hydroxy-but-1-ynyl)-1H-pyrimidine-2,4-dione